5-[(1S,3R)-3-{[dimethyl(2-methylprop-2-yl)silyl]oxy}cyclopentyl]-2-(2-methylprop-2-yl)pyrazol-3-amine C[Si](O[C@H]1C[C@H](CC1)C=1C=C(N(N1)C(C)(C)C)N)(C(C)(C)C)C